ethyl 4-chloro-2-(ethoxymethylene)-3-oxobutanoate ClCC(C(C(=O)OCC)=COCC)=O